[(1R)-2-(1-benzofuran-3-yl)-1-{[(1R,2S,4S)-7-oxabicyclo[2.2.1]heptan-2-yl]formamido}ethyl]boronic acid O1C=C(C2=C1C=CC=C2)C[C@H](NC(=O)[C@@H]2[C@H]1CC[C@@H](C2)O1)B(O)O